NC1CC2CCC(C1)N2C(=O)C2=CC(=C(S2)Br)C2=CC(=C(C#N)C=C2)F 4-(5-(3-amino-8-azabicyclo[3.2.1]octane-8-carbonyl)-2-bromothiophen-3-yl)-2-fluorobenzonitrile